FC1=C(C=C(C=C1)N1C(=C(C2=CC(=CC=C12)O)C1CC(C1)C(=O)NS(=O)(=O)C)C(C)C)C 3-[1-(4-fluoro-3-methyl-phenyl)-5-hydroxy-2-isopropyl-indol-3-yl]-N-methylsulfonyl-cyclobutanecarboxamide